N-(2-ethyloctyl)-bicyclo[2.2.1]Hept-5-ene-2,3-dicarboximide C(C)C(CN1C(=O)C2C3C=CC(C2C1=O)C3)CCCCCC